FC=1C(=C(C=CC1F)[C@H]1CO[C@@H]([C@@H]1C)C(C)C)OC (2S,3S,4R,5R)-3-(3,4-difluoro-2-methoxy-phenyl)-5-isopropyl-4-methyl-tetrahydrofuran